4-[[(1S)-1-[(2S,4R)-4-hydroxy-2-[[4-(4-methylthiazol-5-yl)phenyl]methylcarbamoyl]pyrrolidine-1-carbonyl]-2,2-dimethyl-propyl]amino]-4-oxobutanoic acid O[C@@H]1C[C@H](N(C1)C(=O)[C@H](C(C)(C)C)NC(CCC(=O)O)=O)C(NCC1=CC=C(C=C1)C1=C(N=CS1)C)=O